O[C@H]1C[C@H](CCC1)C1=NC2=CC=C(C=C2C=C1)CN1C[C@H](CC1)OC=1C=C2CN(C(C2=CC1)=O)C1C(NC(CC1)=O)=O 3-(5-(((S)-1-((2-((1S,3R)-3-Hydroxycyclohexyl)quinolin-6-yl)methyl)pyrrolidin-3-yl)oxy)-1-oxoisoindolin-2-yl)piperidine-2,6-dione